(E)-2-(2-(aminomethyl)-3-fluoroallyl)-5-(cyclopropylmethyl)-2,5,6,7-tetrahydro-4H-pyrazolo[4,3-c]pyridin-4-one NC/C(/CN1N=C2C(C(N(CC2)CC2CC2)=O)=C1)=C\F